NC=1C(NC2=C3C=CC=NC3=C(C=C2C1C1=C2C=NNC2=C(C=C1)Cl)Br)=O 3-Amino-6-bromo-4-(7-chloro-1H-indazol-4-yl)-1H-1,7-phenanthrolin-2-one